7-[2-(tert-butoxycarbonylamino)ethyl-[8-(1-octylnonoxy)-8-oxo-octyl]amino]heptyl decanoate C(CCCCCCCCC)(=O)OCCCCCCCN(CCCCCCCC(=O)OC(CCCCCCCC)CCCCCCCC)CCNC(=O)OC(C)(C)C